8-acryloyl-4-chloro-3-(2-fluoro-6-hydroxyphenyl)-6,6a,7,8,9,10-hexahydro-12H-pyrazino[2,1-c]pyrido[3,4-f][1,4]oxazepin-12-one C(C=C)(=O)N1CC2COC3=C(C(N2CC1)=O)C=NC(=C3Cl)C3=C(C=CC=C3O)F